FC=1C(=NC=CC1)[C@@H](C)OC=1C=2N(C=C(C1)C=1C=NN(C1C)[C@@H]1CNCCC1)N=CC2C#N 4-((R)-1-(3-fluoropyridin-2-yl)ethoxy)-6-(5-methyl-1-((S)-piperidin-3-yl)-1H-pyrazol-4-yl)pyrazolo[1,5-a]pyridine-3-carbonitrile